C1(=CC=CC=C1)C1=CC=C(C=C1)\C=C\C1=CC=C(C=C1)C1=CC=CC=C1 trans-4,4'-diphenylstilbene